1-(9,10-dioxo-9,10-dihydroanthracene-2-carbonyl)piperidine-4-carboxamide O=C1C2=CC=CC=C2C(C=2C=CC(=CC12)C(=O)N1CCC(CC1)C(=O)N)=O